CC=1C(NC(N(C1)CC1=NOC(=N1)C1=C(C(=C(C(=C1)F)F)OCC1=CC=C(C=C1)OC)F)=O)=O 5-methyl-1-((5-(2,4,5-trifluoro-3-((4-methoxybenzyl)oxy)phenyl)-1,2,4-oxadiazol-3-yl)methyl)pyrimidine-2,4(1H,3H)-dione